C[C@H]1C=C(C[C@H](N1)C=1N=NN(C1)C)C1=CC=C(C=C1)C(F)(F)F (2S,6S)-6-methyl-2-(1-methyl-1H-1,2,3-triazol-4-yl)-4-(4-(trifluoromethyl)phenyl)-1,2,3,6-tetrahydropyridine